ethyl (R)-6-chloro-7-(2-(((3,6-dichloropyridin-2-yl)oxy)methyl)pyrrolidin-1-yl)-1-(6-((3-hydroxypropyl)amino)pyridin-3-yl)-4-oxo-1,4-dihydroquinoline-3-carboxylate ClC=1C=C2C(C(=CN(C2=CC1N1[C@H](CCC1)COC1=NC(=CC=C1Cl)Cl)C=1C=NC(=CC1)NCCCO)C(=O)OCC)=O